P(=O)(O)(O)O.C(CCCCCCCC)N nonylamine phosphate